butoxymagnesium bromide C(CCC)O[Mg]Br